zinc bis(2,4-pentanedione) CC(CC(C)=O)=O.CC(CC(C)=O)=O.[Zn]